cyclopentyl-(4-(3-((5-isopropylthiazol-2-yl)amino)-2-methylbenzyl)piperazin-1-yl)methanone C1(CCCC1)C(=O)N1CCN(CC1)CC1=C(C(=CC=C1)NC=1SC(=CN1)C(C)C)C